NC=1SC2=C(C1C#N)C(=CC=C2F)C2=C1C(=C3C=CC(=NC3=C2Cl)OC[C@H]2NCCC2)COC1 2-Amino-4-[5-chloro-7-[[(2S)-pyrrolidin-2-yl]methoxy]-1,3-dihydrofuro[3,4-f]quinolin-4-yl]-7-fluoro-benzothiophene-3-carbonitrile